5-chloro-10-(2,2-difluoroethyl)-4-fluoro-2-(methylsulfinyl)-9,10-dihydro-8H-7-oxa-1,3,6,10-tetraazacyclohepta[de]naphthalene ClC1=C(C=2N=C(N=C3C2C(=N1)OCCN3CC(F)F)S(=O)C)F